1-isobutoxyformyl-2-isobutoxy-1,2-dihydroquinoline C(C(C)C)OC(=O)N1C(C=CC2=CC=CC=C12)OCC(C)C